ClC=1C(=CC(=NC1)NC(C(C)C1=CC(=CC=C1)C#N)=O)C1=C2N(N=C1)CC(C2)(C)C N-(5-chloro-4-(5,5-dimethyl-5,6-dihydro-4H-pyrrolo[1,2-b]pyrazol-3-yl)pyridin-2-yl)-2-(3-cyanophenyl)propanamide